1-(4-Hydroxy-3,5-dimethoxyphenyl)propane-1,2-dione OC1=C(C=C(C=C1OC)C(C(C)=O)=O)OC